(6,8-difluoro-2-(((2R,7aS)-2-fluorotetrahydro-1H-pyrrolizin-7a(5H)-yl)methoxy)-5-methoxyquinazolin-4-yl)-1,4-diazepan-5-one FC=1C(=C2C(=NC(=NC2=C(C1)F)OC[C@]12CCCN2C[C@@H](C1)F)N1CCNC(CC1)=O)OC